NC1=C(C(N(C2=CC(=CC=C12)Br)C1=C2C=CN=C(C2=CC=C1)N)=O)C(=O)OC methyl 4-amino-1-(1-aminoisoquinolin-5-yl)-7-bromo-2-oxo-1,2-dihydroquinoline-3-carboxylate